bis(3,4-dichlorophenyl)carbodiimide ClC=1C=C(C=CC1Cl)N=C=NC1=CC(=C(C=C1)Cl)Cl